ClC1=NC(=CC(=C1)C1=C(N=C(N=N1)N)C=1OC(=CC1)C)C 6-(2-chloro-6-methylpyridin-4-yl)-5-(5-methylfuran-2-yl)-1,2,4-triazin-3-amine